4,6-dimethyl-5-vinylpyrimidin CC1=NC=NC(=C1C=C)C